trans-3,4-dihydroxyazobenzene OC=1C=C(C=CC1O)N=NC1=CC=CC=C1